C(C)OC(=O)C1OCCC(C1)=O 4-ketotetrahydropyran-2-carboxylic acid ethyl ester